C(C)C1C=NC=CC1=O 3-ethyl-4-pyridone